C1(CC=C(CC1)C(C)C)C p-menth-3-ene